IC[C@H]1NC2=C(C=C(C=C2C1)S(=O)(=O)N)[N+](=O)[O-] (S)-2-(iodomethyl)-7-nitroindoline-5-sulfonamide